tert-butyl N-[2-(prop-2-ynoylamino)ethyl]carbamate C(C#C)(=O)NCCNC(OC(C)(C)C)=O